N-propionylcysteamine C(CC)(=O)NCCS